3-(6-(3,8-diazabicyclo[4.2.0]oct-3-yl)pyrimidin-4-yl)-6-(difluoromethyl)imidazo[1,2-b]pyridazin C12CN(CCC2CN1)C1=CC(=NC=N1)C1=CN=C2N1N=C(C=C2)C(F)F